C(C)(=O)NS(=O)(=O)NCC[C@@H](NC(=O)C=1N(C2=CC=C(C(=C2C1)Cl)Cl)C)C=1C=C(C(=O)O)C=CC1 |r| (±)-3-[3-(Acetylsulfamoylamino)-1-[(4,5-dichloro-1-methyl-indole-2-carbonyl)amino]propyl]benzoic acid